C12(CC3CC(CC(C1)C3)C2)CN2N=CC(=C2C)C=2C(=NC(=CC2)N(C=2N=NC(=C(C2)C)NC=2SC3=NC=CC=C3N2)C)C(=O)O 3-[1-(1-adamantylmethyl)-5-methyl-pyrazol-4-yl]-6-[methyl-[5-methyl-6-(thiazolo[5,4-b]pyridin-2-ylamino)pyridazin-3-yl]amino]pyridine-2-carboxylic acid